C(C1CO1)OCCC[Si](O[Si](C1=CC=CC=C1)(O[Si](CCCOCC1CO1)(C)C)O[Si](CCCOCC1CO1)(C)C)(C)C tris(glycidoxypropyldimethylsiloxy)-phenylsilane